ClC1=CC=C(CC2=NC=CC(=N2)O[C@@H]2CC[C@H](CC2)CC2=NC3=C(N2C[C@H]2OCC2)C=C(C=C3)C(=O)OC)C=C1 methyl 2-((trans-4-((2-(4-chlorobenzyl) pyrimidin-4-yl) oxy) cyclohexyl) methyl)-1-(((S)-oxetan-2-yl) methyl)-1H-benzo[d]imidazole-6-carboxylate